C1(CC1)C1=NN(C(=C1)C(F)(F)F)CC(=O)N1[C@@H]([C@@H](CC1)NC(=O)C1=NC(=NC(=C1)C)C)C1=C(C(=CC=C1)OC([2H])([2H])[2H])C N-[(2R,3R)-1-[2-[3-Cyclopropyl-5-(trifluoromethyl)pyrazol-1-yl]acetyl]-2-[2-methyl-3-(trideuteriomethoxy)phenyl]pyrrolidin-3-yl]-2,6-dimethyl-pyrimidine-4-carboxamide